ClC=1C=CC(=C(C(=O)NC2=C(C=C(C=C2)NCC2CCN(CC2)C)Cl)C1)O 5-Chloro-N-(2-chloro-4-(((1-methylpiperidin-4-yl)methyl)amino)phenyl)-2-hydroxybenzamide